ClCC1=NC(=C2C(=N1)N(N=C2)C=2C=C(C=CC2)C)O 6-(chloromethyl)-1-m-tolyl-1H-pyrazolo[3,4-d]pyrimidin-4-ol